NC1=CN=CC(=N1)C1=CC=C(C(=N1)OC)NC(=O)C=1C(=NOC1C)C1=CC=CC=C1 [6-(6-Aminopyrazin-2-yl)-2-methoxy-3-pyridinyl]-5-methyl-3-phenyl-isoxazole-4-carboxamide